C(#N)[C@H](C[C@H]1C(NCC1)=O)NC(=O)[C@H]1N(CC[C@H](C1)C)C[C@H](C(C)C)NCC(F)(F)F (2S,4R)-N-{(1S)-1-cyano-2-[(3S)-2-oxopyrrolidin-3-yl]ethyl}-4-methyl-1-{(2S)-3-methyl-2-[(2,2,2-trifluoroethyl)amino]butyl}piperidine-2-carboxamide